NC=1C(=NC(=CN1)N1C=NC=C1)C(=O)NC1CCC(CC1)OC 3-amino-6-(1H-imidazol-1-yl)-N-((1r,4r)-4-methoxycyclohexyl)pyrazine-2-carboxamide